C(C)(C)(C)OC(=O)N1[C@H]([C@@H](C1)CS(=O)(=NC(C1=CC=CC=C1)=O)C)C rac-(trans)-3-((N-benzoyl-S-methylsulfonimidoyl)methyl)-2-methylazetidine-1-carboxylic acid tert-butyl ester